(1-tert-butyloxycarbonylpyrrol-2-yl)boric acid C(C)(C)(C)OC(=O)N1C(=CC=C1)OB(O)O